CC(COC1=NC=C(C=C1)C)(C)NC(CC1N(CCC1)C)=O N-(2-methyl-1-((5-methylpyridin-2-yl)oxy)propan-2-yl)-2-(1-methyl-pyrrolidin-2-yl)acetamide